C(C1=CC=CC=C1)[C@@H]1[C@H]2C[C@H]2CN1C1=NC(=CC(N1)=O)N1CCOCC1 2-((1S,2R,5R)-2-benzyl-3-azabicyclo[3.1.0]hexan-3-yl)-6-morpholinopyrimidin-4(3H)-one